N'-(2-chloroacetoxy)-2,3-dihydro-1H-indene-2-carboxamidine ClCC(=O)ON=C(N)C1CC2=CC=CC=C2C1